5-methoxy-2,3-indoledione COC=1C=C2C(C(NC2=CC1)=O)=O